BrCCC1=CC=C(OCCC2CCN(CC2)C(=O)OC(C)(C)C)C=C1 tert-Butyl 4-[[4-(2-bromoethyl)phenoxy]ethyl]piperidine-1-carboxylate